2-(2,4-difluorophenyl)-1-(methyl-(4-(piperazin-1-yl)benzyl)amino)-3-(1H-1,2,4-triazol-1-yl)propan-2-ol FC1=C(C=CC(=C1)F)C(CN(CC1=CC=C(C=C1)N1CCNCC1)C)(CN1N=CN=C1)O